CN1C(=NC2=C1C=CC(=C2)CC#N)C 2-(1,2-dimethyl-1H-1,3-benzodiazol-5-yl)acetonitrile